ethyl 5-chloro-1-(2-chlorobenzyl)-4-(2-((2,2-difluoroethyl)amino)ethyl)-1H-pyrazole-3-carboxylate ClC1=C(C(=NN1CC1=C(C=CC=C1)Cl)C(=O)OCC)CCNCC(F)F